BrCCCCC(CCCCBr)=C=O 1,9-dibromo-5-carbonylnonane